N-(4-carbamoylbenzyl)-2-(4-chlorobenzyl)-8-methyl-4,5-dihydro-2H-furo[2,3-g]indazole-7-carboxamide C(N)(=O)C1=CC=C(CNC(=O)C2=C(C3=C(CCC4=CN(N=C34)CC3=CC=C(C=C3)Cl)O2)C)C=C1